C(CCCCCCC)C(C(=O)OCCCC(=O)OCC(COC(CCCOC(C(CCCCCCCC)CCCCCCCC)=O)=O)COC(=O)OC1=CC=C(C=C1)[N+](=O)[O-])CCCCCCCC ((2-((((4-nitrophenoxy)carbonyl)oxy)methyl)propane-1,3-diyl)bis(oxy))bis(4-oxobutane-4,1-diyl) bis(2-octyldecanoate)